C(C)C(COC(\C(\C)=C/C(=O)O)=O)CCCC citraconic acid mono(2-ethylhexyl) ester